ClC1=NC=CC(=C1Cl)SC1=C(C(=NC=C1)Cl)Cl (2,3-dichloropyridin-4-yl) sulfide